2-(3,8-diazabicyclo[3.2.1]octan-8-yl)-N-(4,4-difluorocyclohexyl)-5,7-dihydro-6H-pyrrolo[3,4-b]pyridine-6-carboxamide C12CNCC(CC1)N2C2=CC=C1C(=N2)CN(C1)C(=O)NC1CCC(CC1)(F)F